Benzyl (2S,5S)-5-[[4-[1-(benzenesulfonyl)-6-(3,5-dimethylisoxazol-4-yl)pyrrolo[2,3-b]-pyridin-3-yl]-5-(trifluoromethyl)pyrimidin-2-yl]amino]-2-methyl-piperidine-1-carboxylate C1(=CC=CC=C1)S(=O)(=O)N1C=C(C=2C1=NC(=CC2)C=2C(=NOC2C)C)C2=NC(=NC=C2C(F)(F)F)N[C@H]2CC[C@@H](N(C2)C(=O)OCC2=CC=CC=C2)C